(R)-6-chloro-3-((1-(3,6-dimethyl-2-(4-methyl-4-(1H-pyrazol-3-yl)piperidin-1-yl)-4-oxo-3,4-dihydroquinazolin-8-yl)ethyl)amino)-N-(methylsulfonyl)picolinamide ClC1=CC=C(C(=N1)C(=O)NS(=O)(=O)C)N[C@H](C)C=1C=C(C=C2C(N(C(=NC12)N1CCC(CC1)(C1=NNC=C1)C)C)=O)C